6-chloro-3-(8-methyl-3,8-diazabicyclo[3.2.1]octan-3-yl)-1H-pyrazolo[4,3-c]pyridine ClC1=CC2=C(C=N1)C(=NN2)N2CC1CCC(C2)N1C